ClC1=CC=C(C=C1)C1=N[C@H](C=2N(C3=C1C(=C(S3)C)C)C(=NN2)C)CC(=O)N2CCN(CC2)CC=2C=C(C=CC2)NC2C(NC(CC2)=O)=O 3-((3-((4-(2-((S)-4-(4-chlorophenyl)-2,3,9-trimethyl-6H-thieno[3,2-f][1,2,4]triazolo[4,3-a][1,4]diazepin-6-yl)acetyl)piperazin-1-yl)methyl)phenyl)amino)piperidine-2,6-dione